CCCCCCCCCCCCCCCCCC(=O)OC[C@H](COP(=O)(O)OC1[C@@H]([C@H](C([C@H]([C@H]1O)OP(=O)(O)O)OP(=O)(O)O)OP(=O)(O)O)O)OC(=O)CCC/C=C\\C/C=C\\C/C=C\\C/C=C\\CCCCC The molecule is a 1-phosphatidyl-1D-myo-inositol 3,4,5-trisphosphate in which the phosphatidyl acyl groups at positions 1 and 2 are specified as stearoyl and arachidonoyl respectively. It derives from an octadecanoic acid and an arachidonic acid.